C(C1=CC=C(C=C1)C1=NC=C(C(=C1)C(C)(C)[2H])[Ge](C)(C)C)([2H])([2H])[2H] 2-(4-(methyl-d3)phenyl)-4-(prop-2-yl-2-d)-5-(trimethylgermyl)pyridine